2-(2,2,3,3,3-Pentafluoropropionylamino)-5,6-dihydro-4H-cyclopenta[b]thiophen FC(C(=O)NC1=CC2=C(S1)CCC2)(C(F)(F)F)F